((2-((tert-butyldimethylsilyl)oxy)-3-(octadecyloxy)propoxy)methyl)-5-fluorobenzonitrile [Si](C)(C)(C(C)(C)C)OC(COCC1=C(C#N)C=C(C=C1)F)COCCCCCCCCCCCCCCCCCC